ClC=1C=CC(=C(C1)CC(=O)NC1=NC=NC(=C1)Cl)OC 2-(5-chloro-2-methoxy-phenyl)-N-(6-chloropyrimidin-4-yl)acetamide